C(CC1=CC=CC=C1)C1=CC=CO1 5-phenethylfuran